ClC=1C=CC2=C(C=C(O2)C(C(=O)N[C@@H]([C@@H](O)C=2OC3=C(C2)C=C(C=C3)Cl)CN3CCCC3)(F)F)C1 2-(5-chlorobenzofuran-2-yl)-N-((1r,2r)-1-(5-chlorobenzofuran-2-yl)-1-hydroxy-3-(pyrrolidin-1-yl)propan-2-yl)-2,2-difluoroacetamide